tert-butyl 3-([([(9H-fluorene-9-yl)methoxy]carbonyl)(cyclopropyl) amino]methyl)azetidin-1-carboxylate C1=CC=CC=2C3=CC=CC=C3C(C12)COC(=O)N(C1CC1)CC1CN(C1)C(=O)OC(C)(C)C